FC=1C(=NC(=NC1)N1CCC2(CC2C2=NC3=C(N2C[C@H]2OCC2)C=C(C=C3)C(=O)O)CC1)OCC=1C=C3C=NN(C3=CC1)C 2-(6-(5-fluoro-4-((1-methyl-1H-indazol-5-yl)methoxy)pyrimidin-2-yl)-6-azaspiro[2.5]octane-1-yl)-1-((S)-oxetan-2-ylmethyl)-1H-benzo[d]imidazole-6-carboxylic acid